C1(CC1)C1=NC=CC=C1 cyclopropylpyridin